C(=O)O.C(C)N1C(NC2=CC(=CC=C2C1=S)CN1CCN(CC1)C=1C=CC(=NC1C)C(=O)NC)=O 5-(4-((3-ethyl-2-oxo-4-thioxo-1,2,3,4-tetrahydroquinazolin-7-yl)methyl)piperazin-1-yl)-N,6-dimethylpicolinamide formate